7-bromo-4-ethynylthieno[3,2-d]pyrimidine-2-Amine BrC1=CSC2=C1N=C(N=C2C#C)N